C(C)(C)(C)C1=NN=C(O1)C=1C(=CC2=C(NC([C@H](CS2)NC(OC(C)(C)C)=O)=O)C1)F tert-butyl N-[(3R)-7-(5-tert-butyl-1,3,4-oxadiazol-2-yl)-8-fluoro-4-oxo-3,5-dihydro-2H-1,5-benzothiazepin-3-yl]carbamate